O1C(=CC=C1)C1=CC(=NN1)C=1C(=CC2=CC=CC=C2C1)O 3-(5-(Furan-2-yl)-1H-pyrazol-3-yl)naphthalen-2-ol